(3S,4R)-4-({7-[1-(1,1-difluoroethyl)cyclobutyl]-5-fluoropyrrolo[2,1-f][1,2,4]triazin-2-yl}amino)oxan-3-yl acetate C(C)(=O)O[C@@H]1COCC[C@H]1NC1=NN2C(C=N1)=C(C=C2C2(CCC2)C(C)(F)F)F